1-(10-(Methacryloyloxy)-18-methoxy-18-oxo-octadecan-9-yl)-3-methyl-1H-imidazolium iodid [I-].C(C(=C)C)(=O)OC(C(CCCCCCCC)N1C=[N+](C=C1)C)CCCCCCCC(=O)OC